2-(difluoromethyl)-4-dimethylphosphoryl-aniline FC(C1=C(N)C=CC(=C1)P(=O)(C)C)F